NC=1C2=C(N=CN1)N(C=C2C2=CC(=C(C=C2)NC(=O)NC2=CC(=C(C=C2)CN2C1CN(CC2CC1)C)C(F)(F)F)F)C1CC1 1-(4-(4-AMINO-7-CYCLOPROPYL-7H-PYRROLO[2,3-D]PYRIMIDIN-5-YL)-2-FLUOROPHENYL)-3-(4-((3-METHYL-3,8-DIAZABICYCLO[3.2.1]OCTAN-8-YL)METHYL)-3-(TRIFLUOROMETHYL)PHENYL)UREA